(Z)-2-amino-2-(2-(2-fluorobenzoyl)hydrazono)acetic acid ethyl ester C(C)OC(/C(=N/NC(C1=C(C=CC=C1)F)=O)/N)=O